S(=O)(=O)(OC1[C@H](O)[C@H](O)[C@H](O1)CO)[O-] ribosyl sulfate